(1S,2S)-2-phenylcyclopropanecarboxylic acid C1(=CC=CC=C1)[C@@H]1[C@H](C1)C(=O)O